tert-butyl 4-[3-fluoro-5-(2-oxospiro[1H-pyrrolo[2,3-b]pyridine-3,1-cyclobutane]-4-yl)phenyl]piperazine-1-carboxylate FC=1C=C(C=C(C1)C1=C2C(=NC=C1)NC(C21CCC1)=O)N1CCN(CC1)C(=O)OC(C)(C)C